CN1C(C(N(C2=CC=CC=C12)C1CCNCC1)=O)=O 4-(4-methyl-2,3-dioxo-3,4-dihydroquinoxalin-1(2H)-yl)piperidin